(2-Chloro-4-fluoro-phenyl)-[8-(3-ethyl-2-hydroxy-phenyl)-3,8-diazabicyclo[3.2.1]octane-3-yl]methanone pyrrolizine-2,7a(5H)-dicarboxylate C1C(=CN2CC=CC12C(=O)O)C(=O)O.ClC1=C(C=CC(=C1)F)C(=O)N1CC2CCC(C1)N2C2=C(C(=CC=C2)CC)O